(S)-3-(4-fluoro-2',5,6'-trimethyl-[1,1'-biphenyl]-3-yl)-3-((S)-2-(3-(2-(3-methylazetidin-1-yl)ethyl)-5-methyl-6-oxopyridazine-1(6H)-yl)-4-methylpentanamido)propanoic acid FC1=C(C=C(C=C1C)C1=C(C=CC=C1C)C)[C@H](CC(=O)O)NC([C@H](CC(C)C)N1N=C(C=C(C1=O)C)CCN1CC(C1)C)=O